4-[[(1S,2S)-6-Chloro-4-methyl-2-(piperazin-1-yl)-2,3-dihydro-1H-inden-1-yl]oxy]-3-methylbenzene ClC1=CC(=C2C[C@@H]([C@H](C2=C1)OC1=C(C=CC=C1)C)N1CCNCC1)C